7-amino-3-(cyclopropyl-methyl)-2-methyl-5-(methylthio)pyrazolo[1,5-a]pyrimidine-6-carbonitrile NC1=C(C(=NC=2N1N=C(C2CC2CC2)C)SC)C#N